BrC=1C(=CC(NC1)=O)I 5-bromo-4-iodopyridin-2(1H)-one